3-[5-[(1S)-1-aminoethyl]-1,2,4-oxadiazol-3-yl]benzonitrile N[C@@H](C)C1=NC(=NO1)C=1C=C(C#N)C=CC1